C[C@H]([C@@H](C(=O)O)NC(=O)OCC1C2=CC=CC=C2C3=CC=CC=C13)OC(C)(C)C N-α-(9-fluorenylmethoxycarbonyl)-O-(t-butyl)-L-threonine